C(#N)C=1C=C2C=NC(=NC2=CC1C(F)(F)P(O)(O)=O)NCCCC(F)(F)F ((6-cyano-2-((4,4,4-trifluorobutyl)amino)quinazolin-7-yl)difluoromethyl)phosphonic acid